OC1C(C=C2CC[C@H]3[C@@H]4CC[C@H](C(CO)=O)[C@]4(CC[C@@H]3[C@]2(C1)C)CO)=O 2,18,21-trihydroxypregn-4-ene-3,20-dione